COC1=CC=C(CNC(=O)NC2CC3(C2)CC(C3)OCC=3C=NC=CC3)C=C1 1-(4-methoxybenzyl)-3-(6-(pyridin-3-ylmethoxy)spiro[3.3]hept-2-yl)urea